5-(tributylstannyl)3-methylthiophene-2-aldehyde C(CCC)[Sn](C1=CC(=C(S1)C=O)C)(CCCC)CCCC